3,5-dibromo-2-aminobenzene BrC=1C(=CC=C(C1)Br)N